3-((6-Morpholino-1-oxoisoquinolin-2(1H)-yl)methyl)-N-(2-morpholinoethyl)benzamide O1CCN(CC1)C=1C=C2C=CN(C(C2=CC1)=O)CC=1C=C(C(=O)NCCN2CCOCC2)C=CC1